[C@H](C)(CC)[C@@H]1N(CC2=C(NC1=O)C=CC=C2C2CC2)C(=O)N (S)-3-((S)-sec-butyl)-6-cyclopropyl-2-oxo-1,2,3,5-tetrahydro-4H-benzo[e][1,4]diazepine-4-carboxamide